N1-(chroman-2-ylmethyl)-N2-(1H-pyrrolo[3,2-b]pyridin-3-yl)oxalamide O1C(CCC2=CC=CC=C12)CNC(C(=O)NC1=CNC=2C1=NC=CC2)=O